O=C1NC(CCC1N1C(C2=CC=C(C=C2C1)NS(=O)(=O)C1=CC=C(C=C1)C1=CC=CC=C1)=O)=O N-(2-(2,6-dioxo-piperidin-3-yl)-1-oxoisoindolin-5-yl)-[1,1'-biphenyl]-4-sulfonamide